2-(4-Phenoxyphenyl)-1H-benzo[d]imidazole O(C1=CC=CC=C1)C1=CC=C(C=C1)C1=NC2=C(N1)C=CC=C2